O=C1N2C(=NC3=CC=CC=C13)SC(=N2)NC=2C=C(C(=O)NC1=CC=CC=C1)C=CC2 3-((5-Oxo-5H-[1,3,4]thiadiazolo[2,3-b]quinazolin-2-yl)amino)-N-phenylbenzamide